C(C)(=O)N1C2=C(C=3C=CC(=CC13)Cl)OC(CC2C2=CC=C(C=C2)F)=O 5-acetyl-7-chloro-4-(4-fluorophenyl)-4,5-dihydropyrano[3,2-b]indol-2(3H)-one